ClC1=C(C=CC=C1)CC(=O)NC1=C(C(=C(C=C1)C=1C=NN(C1)C(F)F)S(N)(=O)=O)C(F)(F)F 2-(2-chlorophenyl)-N-{4-[1-(difluoromethyl)-1H-pyrazol-4-yl]-3-sulfamoyl-2-(trifluoromethyl)phenyl}acetamide